4-[4-(3-ethoxyphenyl)-3-methylbenzoyl]piperazin C(C)OC=1C=C(C=CC1)C1=C(C=C(C(=O)N2CCNCC2)C=C1)C